3-(benzyloxy)-5-chloro-4-hydroxybenzaldehyde C(C1=CC=CC=C1)OC=1C=C(C=O)C=C(C1O)Cl